C(C)(C)(C)OC(C1=CC(=C(C=C1)NC([C@H](C1=CC=CC=C1)N)=O)Cl)=O (S)-4-(2-amino-2-phenylacetylamino)-3-chlorobenzoic acid tert-butyl ester